1-(4-(3-(thiazol-2-yl)-4-(trifluoromethyl)benzyl)piperazine-1-carbonyl)-1H-pyrazole-3-carboxylic acid S1C(=NC=C1)C=1C=C(CN2CCN(CC2)C(=O)N2N=C(C=C2)C(=O)O)C=CC1C(F)(F)F